((2R,3R,4S,5R)-4-acetoxy-5-(2-amino-7-((1-cyanocyclopropyl)methyl)-8-oxo-7,8-dihydro-9H-purin-9-yl)-3-fluorotetrahydrofuran-2-yl)methyl acetate C(C)(=O)OC[C@H]1O[C@H]([C@@H]([C@@H]1F)OC(C)=O)N1C2=NC(=NC=C2N(C1=O)CC1(CC1)C#N)N